FC=1C=C(C=C(C1)F)C1=CC=CC(=N1)C[C@@H]1N(CC([C@@H]1NS(=O)(=O)C)(F)F)C(C(C)(C)O)=O |r| rac-N-[(2S,3R)-2-{[6-(3,5-difluorophenyl)-pyridin-2-yl]methyl}-4,4-difluoro-1-(2-hydroxy-2-methylpropanoyl)pyrrolidin-3-yl]methanesulfonamide